ClC1=C(C=CC(=C1)CCN=C=S)S(=O)(=O)N 2-chloro-4-(2-isothiocyanato)ethylbenzenesulfonamide